OC1=CC=C(C=C1)C(C)(C)C1=CC=C(C=C1)C(C)(C1=CC=C(C=C1)O)C1=CC=C(C=C1)O 4,4'-[1-{4-[1-(4-hydroxyphenyl)-1-methylethyl]phenyl}ethylidene]bisphenol